monourea dihydrogen sulfate S(=O)(=O)(O)O.NC(=O)N